ClC1=CC=C(C(=O)NC2=NC(=CN=C2)N2C[C@@H](CCC2)OC2=C(C=CC=C2)OCC)C=C1 (R)-4-chloro-N-(6-(3-(2-ethoxyphenoxy)piperidin-1-yl)pyrazin-2-yl)benzamide